(2s,6s)-6-amino-2-methylazepan-4-ol N[C@H]1CC(C[C@@H](NC1)C)O